COC1=CC=C(C=C1)N1N=C(C2=C1C(N(CC2)C2CCN(CC2)N2C(CCCC2)=O)=O)C(F)(F)F 1-(4-Methoxyphenyl)-6-(2'-oxo-[1,1'-bipiperidin]-4-yl)-3-(trifluoromethyl)-5,6-dihydro-1H-pyrazolo[3,4-c]pyridin-7(4H)-one